5-(3-(trifluoromethyl)phenyl)-N-(3-((4-methylpiperazin-1-yl)methyl)-1,2,4-thiadiazol-5-yl)furan-3-carboxamide FC(C=1C=C(C=CC1)C1=CC(=CO1)C(=O)NC1=NC(=NS1)CN1CCN(CC1)C)(F)F